FC1(CCN(CC1)C(=O)OC(C)(C)C)C=1OC(=NN1)[C@@]12CN(C[C@]2(C1)C(F)(F)F)C1=C2C=CC=NC2=C(C=C1)OC(F)(F)F tert-butyl 4-fluoro-4-(5-((1S,5R)-3-(8-(trifluoromethoxy)quinolin-5-yl)-5-(trifluoromethyl)-3-azabicyclo[3.1.0]hexane-1-yl)-1,3,4-oxadiazol-2-yl)piperidine-1-carboxylate